CCCCCCCCCCCN 11-undecanamine